(2S)-2-[[(2S)-2-(fluoromethyl)pyrrolidine-1-carbonyl]amino]-4-[2-isopropoxyethyl-[4-(5,6,7,8-tetrahydro-1,8-naphthyridin-2-yl)butyl]amino]butanoic acid FC[C@H]1N(CCC1)C(=O)N[C@H](C(=O)O)CCN(CCCCC1=NC=2NCCCC2C=C1)CCOC(C)C